(E)-5-bromo-2-((4-fluoropiperidin-4-yl)methylene)-2,3-dihydro-1H-indene-1-one BrC=1C=C2C\C(\C(C2=CC1)=O)=C/C1(CCNCC1)F